CN(C(=S)/N=C/1\SS/C(=N\C(=S)N(C)C)/N1C2=CC3=C(OCO3)C=C2)C 3,3'-[4-(1,3-benzodioxol-5-yl)-1,2,4-dithiazolidine-3,5-diylidene]bis[1,1-dimethyl(thiourea)]